1-(2-(piperidin-4-yl)-2H-indazol-6-yl)pyrimidine-2,4(1H,3H)-dione N1CCC(CC1)N1N=C2C=C(C=CC2=C1)N1C(NC(C=C1)=O)=O